tert-butyl 3-[[4,5-dichloro-2-(prop-2-en-1-yloxy)phenyl][(2-methylpropane-2-sulfinyl)amino]methyl]-8-azabicyclo[3.2.1]octane-8-carboxylate ClC1=CC(=C(C=C1Cl)C(C1CC2CCC(C1)N2C(=O)OC(C)(C)C)NS(=O)C(C)(C)C)OCC=C